C(C1=CC=CC=C1)OCC1[C@]2(CCCC([C@@H]2CCC1=C)(C)C)C |r| (4aSR,8aSR)-5-((benzyloxy)methyl)-1,1,4a-trimethyl-6-methylenedecahydronaphthalene